tert-butyl (S)-2-(7-(3-methyl-1H-pyrrolo[2,3-b]pyridin-5-yl)-4a,8a-dihydroisoquinolin-5-yl)pyrrolidine-1-carboxylate CC1=CNC2=NC=C(C=C21)C=2C=C(C1C=CN=CC1C2)[C@H]2N(CCC2)C(=O)OC(C)(C)C